2,3-bis(oxiranyl-2-ylmethoxy)propan-1-ol O1C(C1)=COC(CO)COC=C1OC1